4-((4-((5-cyclopropyl-1H-pyrazol-3-yl)amino)quinazolin-2-yl)amino)-N-phenylbenzamide C1(CC1)C1=CC(=NN1)NC1=NC(=NC2=CC=CC=C12)NC1=CC=C(C(=O)NC2=CC=CC=C2)C=C1